OC(=O)C=1C(=NC(NC1)=O)N 5-hydroxymethoylcytosine